COC=1C(=C2C=CN=C(C2=CC1)NC1=CC=C(C=C1)OC(F)(F)F)C 6-methoxy-5-methyl-N-(4-(trifluoromethoxy)phenyl)isoquinolin-1-amine